C(C)OC1CCC(CC1)OCC 1,4-diethoxy-cyclohexane